N-methacryloylethyl-N,N-dimethylammonium C(C(=C)C)(=O)CC[NH+](C)C